IC=1C=CC=C(C1)N 5-iodophenylamine